(E)-N-(3-fluoro-2-methoxyphenyl)-2-(hydroxyimino)acetamide FC=1C(=C(C=CC1)NC(/C=N/O)=O)OC